acryloylpropyltri(methoxyethoxy)silane C(C=C)(=O)CCC[Si](OCCOC)(OCCOC)OCCOC